1-naphthylboronic acid C1(=CC=CC2=CC=CC=C12)B(O)O